O=C1N(N=CC=2N1C=CC2)CC(=O)O 2-(4-oxopyrrolo[1,2-d][1,2,4]triazin-3(4H)yl)acetic Acid